CN1C(=CC=C1C1=CC=CC=C1)C(=O)NCC1(NC(NC1=O)=O)C=1N(C=CN1)C 1-methyl-N-[[4-(1-methylimidazol-2-yl)-2,5-dioxo-imidazolidin-4-yl]methyl]-5-phenyl-pyrrole-2-carboxamide